N[C@H](C(=O)O)[C@@H](C)C1=CC=CC=C1 (2S,3S)-2-amino-3-phenylbutanoic acid